S1C(=NC2=C1C=CC=C2)CN2CCN(CC2)C2=CC(=C(NCC)C=C2C=2N=NNN2)C2CC2 4-[4-(1,3-benzothiazol-2-ylmethyl)piperazin-1-yl]-2-cyclopropyl-N-ethyl-5-(2H-tetrazol-5-yl)aniline